indenyl-4,4,5,5-tetramethyl-1,3,2-dioxaborolane C1(C=CC2=CC=CC=C12)B1OC(C(O1)(C)C)(C)C